ClC=1C=C(C=CC1Cl)C(N1CCC(CC1)O)C1CCNCC1 1-((3,4-dichlorophenyl)(piperidin-4-yl)methyl)piperidin-4-ol